(1S)-1-[3-(5-bromo-2-pyridyl)pyrazin-2-yl]ethanamine BrC=1C=CC(=NC1)C=1C(=NC=CN1)[C@H](C)N